NC=1SCC2(N1)CCOC1=CC=C(C=C12)NS(=O)(=O)C1=CC=C(C=C1)NC(C)=O N-(4-(N-(2'-amino-5'H-spiro[chromane-4,4'-thiazol]-6-yl)sulfamoyl)phenyl)acetamide